tert-butyl N-[(1S)-1-{[(3R)-1-acetylpyrrolidin-3-yl]carbamoyl}-4-(2-aminopyridin-3-yl)butyl]carbamate C(C)(=O)N1C[C@@H](CC1)NC(=O)[C@H](CCCC=1C(=NC=CC1)N)NC(OC(C)(C)C)=O